6-chloro-N2-(2,6-dimethoxyphenyl)pyrazine-2,3-diamine ClC1=CN=C(C(=N1)NC1=C(C=CC=C1OC)OC)N